BrC12N=CN=C1N=CN=C2 C5-bromopurine